(3R)-3-amino-5-[[4-(3-chlorophenoxy)phenyl]methyl]-7-[5-(1-methyl-1-methylsulfonyl-ethyl)-1,3,4-oxadiazol-2-yl]-1,1-dioxo-2,3-dihydro-1λ6,5-benzothiazepine-4-One N[C@H]1CS(C2=C(N(C1=O)CC1=CC=C(C=C1)OC1=CC(=CC=C1)Cl)C=C(C=C2)C=2OC(=NN2)C(C)(S(=O)(=O)C)C)(=O)=O